C(C)OC(=O)C1C(=CC(CC1C)=O)C 2,6-dimethyl-4-oxocyclohex-2-enecarboxylic acid ethyl ester